1,5-dimethyl-3-pyrrolin-2-one CN1C(C=CC1C)=O